4-phenyl-3-(3-(2-phenoxyphenyl)acryloyl)oxazolidin-2-one-5,5-d2 C1(=CC=CC=C1)C1N(C(OC1([2H])[2H])=O)C(C=CC1=C(C=CC=C1)OC1=CC=CC=C1)=O